3-(1-oxo-4-(4-(4-(o-tolyl)piperazin-1-yl)butyl)isoindolin-2-yl)piperidine-2,6-dione O=C1N(CC2=C(C=CC=C12)CCCCN1CCN(CC1)C1=C(C=CC=C1)C)C1C(NC(CC1)=O)=O